methyl (7S)-3-{2-[(3S)-3-acetamidopyrrolidin-1-yl]ethyl}-7-methyl-2-[2-(2-oxo-1,2-dihydropyridin-1-yl)ethyl]-3H,6H,7H,8H,9H-imidazo[4,5-f]quinoline-6-carboxylate C(C)(=O)N[C@@H]1CN(CC1)CCN1C(=NC2=C3CC[C@@H](N(C3=CC=C21)C(=O)OC)C)CCN2C(C=CC=C2)=O